N-(1H-1,3-benzodiazol-5-ylmethyl)-2-(4-fluorophenyl)pyridin-3-amine N1C=NC2=C1C=CC(=C2)CNC=2C(=NC=CC2)C2=CC=C(C=C2)F